6-(Difluoromethyl)-3-(4-(3-(5-methyl-1H-pyrazol-3-yl)piperidin-1-yl)pyrimidin-2-yl)imidazo[1,2-a]pyrazine FC(C=1N=CC=2N(C1)C(=CN2)C2=NC=CC(=N2)N2CC(CCC2)C2=NNC(=C2)C)F